NC=1C(=NC(=CN1)C1=CC=C(C=C1)C)C(=O)NC1=CC=C(C=C1)S(=O)(=O)CP(=O)(CC)CC 3-amino-N-(4-((diethylphosphoryl)methylsulfonyl)phenyl)-6-p-tolylpyrazine-2-carboxamide